COC(=O)C=1N(C2=C(CN(CC2)C2CCC(CC2)(C)C(=O)OC(C)(C)C)N1)C 5-(Trans-4-(tert-Butoxycarbonyl)-4-methylcyclohexyl)-1-methyl-4,5,6,7-tetrahydro-1H-imidazo[4,5-c]pyridine-2-carboxylic acid methyl ester